C(C)(C)(C)C=1C=C(C(=NC1)OC)S(=O)(=O)O 5-tert-butyl-2-methoxy-pyridine-3-sulfonic acid